2-methyl-6-(3-(trimethylsilyl)phenyl)pyrido[3,2-d]Pyrimidin-4-amine CC=1N=C(C2=C(N1)C=CC(=N2)C2=CC(=CC=C2)[Si](C)(C)C)N